C(C)(=O)NCCN1N=NC(=C1)C=1C=C(OC2=CC=C(C=N2)C(=O)O)C=CC1 6-[3-[1-(2-acetamidoethyl)triazol-4-yl]phenoxy]pyridine-3-carboxylic acid